ClC1=CC=C(C=C1)C(NC(=O)[C@H]1CNC([C@H]1C)=O)C1=CC=C(C=C1)Cl (3r,4s)-N-(bis(4-chlorophenyl)methyl)-4-methyl-5-oxopyrrolidine-3-carboxamide